C(C)[C@H]1OC=2C(CN(C1)CC=1C=C(C=CC1C)CC(C(=O)[O-])(C)C)=CC=C1C2OC(O1)(F)F 3-(3-(((R)-9-ethyl-2,2-difluoro-8,9-dihydro-[1,3]dioxolo[4',5':3,4]benzo[1,2-f][1,4]oxazepin-7(6H)-yl) methyl)-4-methylphenyl)-2,2-dimethylpropionate